7-[5-[(4-chloro-1H-indazol-5-yl)amino]-1-methyl-1,2,4-triazol-3-yl]Chroman-4-ol ClC1=C2C=NNC2=CC=C1NC1=NC(=NN1C)C1=CC=C2C(CCOC2=C1)O